6,8-dichloro-3,4-dihydro-1H-pyrano[3,4-c]pyridine ClC=1C=C2C(=C(N1)Cl)COCC2